IC(C(C)O)=C 3-Iodobut-3-en-2-ol